tin methanesulphonic acid CS(=O)(=O)O.[Sn]